4-(allyloxy)-6-methoxy-2-methylpyrimidine-5-carboxylic acid benzyl ester C(C1=CC=CC=C1)OC(=O)C=1C(=NC(=NC1OC)C)OCC=C